R-(11-{(1R)-1-[1-Benzyl-4-(2,5-difluorophenyl)-1H-pyrrol-2-yl]-2,2-dimethylpropyl}-2,2-dimethyl-6,12-dioxo-5-oxa-7,11-diaza-2-silatridecan-13-yl)-L-cystein C(C1=CC=CC=C1)N1C(=CC(=C1)C1=C(C=CC(=C1)F)F)[C@@H](C(C)(C)C)N(CCCNC(OCC[Si](C)(C)C)=O)C(CN[C@@H](CS)C(=O)O)=O